N,N-dimethyl-1-(1-methylimidazo[1,5-a]pyridin-3-yl)propan-2-amine CN(C(CC1=NC(=C2N1C=CC=C2)C)C)C